(S)-N-((1-ethyl-3,5-diisopropyl-1H-pyrazol-4-yl)carbamoyl)-6,7-dihydro-5H-pyrazolo[5,1-b][1,3]oxazine-3-sulfonimidamide C(C)N1N=C(C(=C1C(C)C)NC(=O)N[S@@](=O)(=N)C=1C=NN2C1OCCC2)C(C)C